3-bromo-2,6-difluoro-N,N-bis(4-methoxybenzyl)-5-methyl-4-(trifluoromethyl)aniline BrC=1C(=C(N(CC2=CC=C(C=C2)OC)CC2=CC=C(C=C2)OC)C(=C(C1C(F)(F)F)C)F)F